BrC1=CC(=C2C=NCN(C2=C1)C=1C(=NC=CC1C)C(C)C)F 7-bromo-5-fluoro-1-(2-isopropyl-4-methylpyridin-3-yl)quinazoline